NC1=NC=C(C=C1[N+](=O)[O-])C 2-amino-3-nitro-5-methyl-pyridine